5-((1-butyl-1H-tetrazol-5-yl)(4-(3,5-dichloropyridin-4-yl)piperazin-1-yl)methyl)-1H-indole C(CCC)N1N=NN=C1C(C=1C=C2C=CNC2=CC1)N1CCN(CC1)C1=C(C=NC=C1Cl)Cl